FC1(CCN(CC1)C1=C2C(=NC=C1C(F)(F)F)NC(=C2)C2CCOCC2)F 4-(4,4-difluoropiperidin-1-yl)-2-(tetrahydro-2H-pyran-4-yl)-5-(trifluoromethyl)-1H-pyrrolo[2,3-b]pyridine